N,N-dimethyl-3-[2-[[(3S)-3-piperidyl]amino]-5-(trifluoromethyl)pyrimidin-4-yl]-1H-indole-6-sulfonamide diethyl-pyridinediformate C(C)OC(=O)C1=NC=CC=C1C(=O)OCC.CN(S(=O)(=O)C1=CC=C2C(=CNC2=C1)C1=NC(=NC=C1C(F)(F)F)N[C@@H]1CNCCC1)C